Fmoc-L-norleucine C(=O)(OCC1C2=CC=CC=C2C2=CC=CC=C12)N[C@@H](CCCC)C(=O)O